3-(5,6-dihydroimidazo[1,2-a]pyrazin-7(8H)-yl)-6,7-difluoro-3-(4-hydroxyphenyl)indol-2-one N=1C=CN2C1CN(CC2)C2(C(NC1=C(C(=CC=C21)F)F)=O)C2=CC=C(C=C2)O